CC(C)OCC[C@@H](C)[C@H]1CC[C@H]2[C@@H]3CC=C4C[C@@H](O)CC[C@]4(C)[C@H]3CC[C@]12C 24-oxacholesterol